ClC1=C(C=NN1)[N+](=O)[O-] 5-chloro-4-nitro-1H-pyrazole